FC1=C(OC2=NC=C(C=C2)C(F)(F)F)C=C(C(=C1)C)S(=O)CC(F)(F)F 2-{2-fluoro-4-methyl-5-[(2,2,2-trifluoroethyl)sulfinyl]phenoxy}-5-(trifluoromethyl)pyridine